(E)-tert-Butyldimethyl((4-(4,4,5,5-tetramethyl-1,3,2-dioxaborolan-2-yl)but-3-en-1-yl)oxy)silane C(C)(C)(C)[Si](OCC\C=C\B1OC(C(O1)(C)C)(C)C)(C)C